(R)-7-chloro-2-methyl-N-(1-(3-nitro-5-(trifluoromethyl)phenyl)ethyl)-6-(trifluoromethylsulfonyl)pyrido[2,3-d]pyrimidin-4-amine ClC=1C(=CC2=C(N=C(N=C2N[C@H](C)C2=CC(=CC(=C2)C(F)(F)F)[N+](=O)[O-])C)N1)S(=O)(=O)C(F)(F)F